N1N=CC(=C1)C1=NNC2=CC(=CC=C12)NC=1C=C(C=CC1)NC(=O)NC1=CC(=NN1C(C)(C)C)C(C)(C)C 1-(3-((3-(1H-pyrazol-4-yl)-1H-indazol-6-yl)amino)phenyl)-3-(1,3-di-tert-butyl-1H-pyrazol-5-yl)urea